O1C(=NC2=C1C=CC=C2)C(CC2=CC=CC=C2)NC(=O)[C@H]2N(C[C@@H](C2)O)C([C@H](C(C)(C)C)N2N=NC(=C2)C2CC2)=O (2S,4r)-N-[1-(1,3-benzoxazol-2-yl)-2-phenyl-ethyl]-1-[(2S)-2-(4-cyclopropyltriazol-1-yl)-3,3-dimethyl-butyryl]-4-hydroxy-pyrrolidine-2-carboxamide